6-chloro-6'-cyclopropyl-5-(ethanesulfonyl)-3,3'-bipyridine ClC1=C(C=C(C=N1)C=1C=NC(=CC1)C1CC1)S(=O)(=O)CC